3-propyl-1H-pyrazole-5(4H)-one C(CC)C1=NNC(C1)=O